C(C)(C)(C)OC(=O)NCCCCN(CCC(=O)OCC)C=1SC(=C(N1)C1=CC(=C(C=C1)Cl)Cl)CC(C)C ethyl 3-((4-(tert-butoxycarbonylamino)butyl)(4-(3,4-dichlorophenyl)-5-isobutylthiazol-2-yl)amino)propanoate